ClC1=CC=C(C=C1)C=1C(=CC=CC1)C(=O)N1CC2N(C(C1)C2)CC=2C=C1CN(C(C1=CC2)=O)C2C(NC(CC2)=O)=O 3-(5-((3-(4'-chloro-[1,1'-biphenyl]-2-carbonyl)-3,6-diazabicyclo[3.1.1]heptan-6-yl)methyl)-1-oxoisoindolin-2-yl)piperidine-2,6-dione